2-fluoro-3-(2-oxo-1,3-oxazolidin-3-yl)benzonitrile FC1=C(C#N)C=CC=C1N1C(OCC1)=O